(R)-2-((2-amino-7-(2-morpholinopyrimidin-5-yl)-1,5-naphthyridin-4-yl)amino)-2-methylhexan-1-ol NC1=NC2=CC(=CN=C2C(=C1)N[C@@](CO)(CCCC)C)C=1C=NC(=NC1)N1CCOCC1